Cl(=O)(=O)(=O)[O-].[Ho+3].C(=O)(C=C)[SiH3].Cl(=O)(=O)(=O)[O-].Cl(=O)(=O)(=O)[O-] acryl-silane Holmium perchlorate